1-(3,5-difluoro-4-{[3-(trifluoromethyl)-1-{[2-(trimethylsilyl)ethoxy]methyl}-1H-pyrrolo[2,3-b]pyridin-4-yl]oxy}phenyl)-3-oxetan-3-ylurea FC=1C=C(C=C(C1OC1=C2C(=NC=C1)N(C=C2C(F)(F)F)COCC[Si](C)(C)C)F)NC(=O)NC2COC2